N1=CC(=CC=C1)COC=1C=CC2=C(C=C(O2)C=2N3C(SC2C#N)=NCC3)C1 3-[5-(pyridin-3-ylmethoxy)-1-benzofuran-2-yl]-5H,6H-imidazo[2,1-b][1,3]thiazole-2-carbonitrile